The molecule is a 3-(all-trans-polyprenyl)benzene-1,2-diol in which the substituent at position 3 is an all-trans-octaprenyl moiety. It has a role as an Escherichia coli metabolite. CC(=CCC/C(=C/CC/C(=C/CC/C(=C/CC/C(=C/CC/C(=C/CC/C(=C/CC/C(=C/CC1=C(C(=CC=C1)O)O)/C)/C)/C)/C)/C)/C)/C)C